dimethyl (2-(piperidin-4-yl)ethyl)phosphonate N1CCC(CC1)CCP(OC)(OC)=O